C(C)(C)(C)OC(=O)N1C(CNCC1)C1=C2C(N(C(C2=CC=C1)=O)C1C(NC(CC1)=O)=O)=O [2-(2,6-dioxopiperidin-3-yl)-1,3-dioxoisoindolin-4-yl]piperazine-1-carboxylic acid tert-butyl ester